8-(tert-butyl) 1-methyl 3-methyl-2-oxo-8-azaspiro[4.6]undecane-1,8-dicarboxylate CC1C(C(C2(C1)CCN(CCC2)C(=O)OC(C)(C)C)C(=O)OC)=O